(S)-5-(5-(1-(2-(3-hydroxypyrrolidin-1-yl)-2-oxoethyl)piperidin-4-yl)-3-isopropyl-1H-indol-2-yl)-1,3-dimethylpyridin-2(1H)-one O[C@@H]1CN(CC1)C(CN1CCC(CC1)C=1C=C2C(=C(NC2=CC1)C=1C=C(C(N(C1)C)=O)C)C(C)C)=O